N-(3-(1-(pyridin-3-yl)-1H-benzo[d]imidazol-6-yl)-1H-pyrazol-5-yl)-4-((1-methylpiperidin-4-yl)amino)benzamide N1=CC(=CC=C1)N1C=NC2=C1C=C(C=C2)C2=NNC(=C2)NC(C2=CC=C(C=C2)NC2CCN(CC2)C)=O